3-(p-Chlorophenyl)-4-(3-methyl-1-{[p-(trifluoromethyl)phenyl]methyl}-1H-pyrazol-4-yl)-2-pyridylamine ClC1=CC=C(C=C1)C=1C(=NC=CC1C=1C(=NN(C1)CC1=CC=C(C=C1)C(F)(F)F)C)N